NC=1N=C(SC1C(=O)C1=CC=NC=C1)N(C1=CC(=C(C=C1)F)F)[C@@H](C(=O)N)C (R)-2-(N-[4-amino-5-(pyridine-4-carbonyl)thiazol-2-yl]-3,4-difluoro-anilino)propanamide